[Ru+2].CC(CC1=C(CCC=CCC1)CC(=C)C)=C bis(2-methylallyl)(1,5-cyclooctadiene) ruthenium (II)